benzyl N-[3-[(3-iodo-1-tetrahydropyran-2-yl-indazol-5-yl)amino]propyl]carbamate IC1=NN(C2=CC=C(C=C12)NCCCNC(OCC1=CC=CC=C1)=O)C1OCCCC1